CC(CCN(CCC[Si](OC)(OC)OC)P(=O)=O)([Si](OC)(OC)OC)C dimethylphospho-bis(trimethoxysilylpropyl)amine